C(C(C)C)N1C(CN(CC1)CC1=CC=2N(C=C1)N=C(C2N2C(N(C(CC2)=O)CC2=CC=C(C=C2)OC)=O)C)C 1-(5-((4-isobutyl-3-methylpiperazin-1-yl)methyl)-2-methylpyrazolo[1,5-a]pyridin-3-yl)-3-(4-methoxybenzyl)dihydropyrimidine-2,4(1H,3H)-dione